p-cresol sodium salt [Na].C1=CC(=CC=C1O)C